(R)-3-(2,5-dioxopyrrolidin-1-yl)piperidine O=C1N(C(CC1)=O)[C@H]1CNCCC1